C1(=CC=CC=C1)NC=1C(=CN2C1C(NCC2)=O)C2=CC=NC=C2 8-(phenylamino)-7-(pyridin-4-yl)-3,4-dihydropyrrolo[1,2-a]pyrazin-1(2H)-one